Oxycodone-N-Oxide C1=CC(OC)=C2C=3[C@@]45[C@@H](O2)C(=O)CC[C@@]4(O)[C@@H](CC13)[N+](C)(CC5)[O-]